CC(C)NC(=O)O (prop-2-ylamino)carboxylic acid